2-(4-[2-(3,4-dichloro-phenyl)-ethyl]-phenylamino)-benzoic acid ClC=1C=C(C=CC1Cl)CCC1=CC=C(C=C1)NC1=C(C(=O)O)C=CC=C1